N-([1,1'-biphenyl]-4-yl)-N-(4-(dibenzo[b,d]-thiophen-2-yl)phenyl)dibenzo[b,d]thiophen-2-amine C1(=CC=C(C=C1)N(C1=CC2=C(SC3=C2C=CC=C3)C=C1)C1=CC=C(C=C1)C1=CC3=C(SC2=C3C=CC=C2)C=C1)C1=CC=CC=C1